3-[6-[[1-[5-chloro-4-[[3-(3-hydroxy-3-methyl-butyl)-1-methyl-2-oxo-benzimidazol-5-yl]amino]pyrimidin-2-yl]-4-piperidyl]-methyl-amino]-1-methyl-indol-3-yl]piperidine-2,6-dione ClC=1C(=NC(=NC1)N1CCC(CC1)N(C1=CC=C2C(=CN(C2=C1)C)C1C(NC(CC1)=O)=O)C)NC1=CC2=C(N(C(N2CCC(C)(C)O)=O)C)C=C1